N1=[PH2]C=CC2=CC=CC=C12 2lambda5-phosphaquinoline